3-((1H-pyrrolo[2,3-b]pyridin-4-yl)oxy)-N-(4-((4-ethylpiperazin-1-yl)methyl)-3-(trifluoromethyl)phenyl)benzamide N1C=CC=2C1=NC=CC2OC=2C=C(C(=O)NC1=CC(=C(C=C1)CN1CCN(CC1)CC)C(F)(F)F)C=CC2